C(C)C1CN(C1)C(=O)O[C@@H]1CC[C@H](CC1)C(N(C[C@@H]1CC[C@H](CC1)C1=NC(=C(C=C1)OC)C)C1=NC=CC(=C1)C=1C=NN(C1)C(C)C)=O trans-4-((4-(1-Isopropyl-1H-pyrazol-4-yl)pyridin-2-yl)((trans-4-(5-methoxy-6-methylpyridin-2-yl)cyclohexyl)methyl) carbamoyl)cyclohexyl 3-ethylazetidine-1-carboxylate